ClC=1C=C2C=NC(=NC2=CC1N1CCN(CC1)C1(COC1)C)NC=1C=NN(C1Cl)C1COC1 6-chloro-N-[5-chloro-1-(oxetan-3-yl)-1H-pyrazol-4-yl]-7-[4-(3-methyloxetan-3-yl)piperazin-1-yl]quinazolin-2-amine